Cl.C(C)(C)(C)OC(=O)N[C@H](C(=O)N1CC2(CC2)C[C@H]1C(=O)OCC1=CC=CC=C1)C1(CC1)C benzyl (6S)-5-[(2S)-2-(tert-butoxycarbonylamino)-2-(1-methylcyclopropyl)acetyl]-5-azaspiro[2.4]heptane-6-carboxylate HCl